[Y].C(C)C(C(=O)O)CCCC 2-Ethyl-hexanoic acid yttrium